ClC=1C(=CC=C(C1)O)[C@@H]1[C@@H](C1)C 5-chloro-4-((1S,2r)-2-methylcyclopropyl)phenol